2-[2-[2-Chloro-3-[2-(1,3-dihydro-1-isopropyl-3,3-dimethyl-2H-indol-2-ylidene)-ethylidene]-1-cyclohexen-1-yl]-ethenyl]-1-isopropyl-3,3-dimethyl-3H-indolium iodide [I-].ClC1=C(CCCC1=CC=C1N(C2=CC=CC=C2C1(C)C)C(C)C)C=CC1=[N+](C2=CC=CC=C2C1(C)C)C(C)C